O(C1=CC=CC=C1)C1=CC=C(C=C1)P1(SP(S1)(C1=CC=C(C=C1)OC1=CC=CC=C1)=S)=S 2,4-bis(4-phenoxyphenyl)-1,3,2,4-dithiadiphosphetane 2,4-disulfide